C1CCCCC1.[Te].[Te].[Te].[Te].[Te] pentatellurium cyclohexane